CC1(N(CCN(C1)C(=O)[O-])C1=NC=CN=C1)C dimethyl-2,3,5,6-tetrahydro-[1,2']bipyrazinyl-4-carboxylate